CNC(=O)C1=CC(=CC=2[C@H](COC21)C2=CC=CC=C2)C(=O)NC2=CN=NC=C2 |r| (+/-)-N7-Methyl-3-phenyl-N5-(pyridazin-4-yl)-2,3-dihydrobenzofuran-5,7-dicarboxamid